C(C)OCC=1N(C2=C(C(=NC=3C=CC=CC23)NC(OCC)=O)N1)CC(C)(C)O ethyl 2-(ethoxymethyl)-1-(2-hydroxy-2-methylpropyl)-1H-imidazo[4,5-c]quinolin-4-ylcarbamate